phenyl (3-chloro-5-(3-(dimethylamino)propoxy)-4-methylphenyl)carbamate ClC=1C=C(C=C(C1C)OCCCN(C)C)NC(OC1=CC=CC=C1)=O